[Na].C=1(C(=CC=CC1)C=1C(=CC=CC1)O)O biphenol sodium